N-(2-cyclopropyl-4-methyl-5-oxo-5,6,7,8-tetrahydro-4H-pyrazolo[1,5-a][1,3]diazepin-6-yl)-1-(3,3,3-trifluoropropyl)-1H-1,2,4-triazole-3-carboxamide C1(CC1)C1=NN2C(N(C(C(CC2)NC(=O)C2=NN(C=N2)CCC(F)(F)F)=O)C)=C1